1,3-dimesityl-imidazol C1(=C(C(=CC(=C1)C)C)N1CN(C=C1)C1=C(C=C(C=C1C)C)C)C